methyl-(methyl)phosphinic acid CP(O)(=O)C